C(C1=CC=CC=C1)SC1=CN=C(S1)C1=CC(=NO1)C 5-(5-benzylsulfanyl-1,3-thiazol-2-yl)-3-methyl-1,2-oxazole